7-Chloro-9-fluoro-1,4,4-trimethyl-8-(3-methyl-1H-indol-7-yl)-5H-[1,2,4]triazolo[4,3-a]quinoxaline ClC=1C=C2NC(C=3N(C2=C(C1C=1C=CC=C2C(=CNC12)C)F)C(=NN3)C)(C)C